6-(2,6-dichloro-3,5-dimethoxyphenyl)-N-(2-methyl-6-nitrophenyl)-4,5,6,7-tetrahydro-1H-indazole-3-amine ClC1=C(C(=C(C=C1OC)OC)Cl)C1CCC=2C(=NNC2C1)NC1=C(C=CC=C1[N+](=O)[O-])C